(E)-3-(2-((4-((S)-2-(4-chloro-2-fluorophenyl)-2-methylbenzo[d][1,3]dioxol-4-yl)piperidin-1-yl)methyl)-1-((S)-2-(difluoromethoxy)propyl)-1H-imidazol-5-yl)acrylic acid ClC1=CC(=C(C=C1)[C@@]1(OC2=C(O1)C=CC=C2C2CCN(CC2)CC=2N(C(=CN2)/C=C/C(=O)O)C[C@H](C)OC(F)F)C)F